(E)-Ethyl 3-(4-((E)-2-(2-chloro-4-fluorophenyl)-1-(1H-indazol-5-yl)but-1-en-1-yl)phenyl)acrylate hydrochloride Cl.ClC1=C(C=CC(=C1)F)/C(=C(/C=1C=C2C=NNC2=CC1)\C1=CC=C(C=C1)/C=C/C(=O)OCC)/CC